(2-fluorophenyl)(methyl)((3-(5-(trifluoromethyl)-1,2,4-oxadiazol-3-yl)phenyl)imino)-λ6-sulfanone FC1=C(C=CC=C1)S(=O)(=NC1=CC(=CC=C1)C1=NOC(=N1)C(F)(F)F)C